C(C)(=O)C1=CN(C2=CC=C(C=C12)C=1C=NC(=NC1)NCCOC)CC(=O)N1[C@@H]2C[C@@H]2C[C@H]1C(=O)NC1=NC(=CC=C1)Br (1R,3S,5R)-2-(2-(3-acetyl-5-(2-(2-methoxyethylamino)pyrimidin-5-yl)-1H-indol-1-yl)acetyl)-N-(6-bromopyridin-2-yl)-2-azabicyclo[3.1.0]hexane-3-carboxamide